C1(CC1)CCOC(=O)NC1=C(N=NN1C)C1=CC=C(C=N1)O[C@@H]1C[C@H](CCC1)C(=O)O (1S,3S)-3-((6-(5-(((2-cyclopropyl-ethoxy)carbonyl)amino)-1-methyl-1H-1,2,3-triazol-4-yl)pyridin-3-yl)oxy)cyclohexane-1-carboxylic acid